Cl.Cl.C(C)OC(C1=C(N=CC=C1OC[C@@H](CC1=CC=CC=C1)N)C)=O (R)-4-(2-amino-3-phenylpropoxy)-2-methylnicotinic acid ethyl ester dihydrochloride